3-amino-6-(3-methylimidazo[1,2-a]pyridin-6-yl)-5-(oxazol-2-yl)-N-(2-(2-oxopyridin-1(2H)-yl)ethyl)pyrazine-2-carboxamide NC=1C(=NC(=C(N1)C=1OC=CN1)C=1C=CC=2N(C1)C(=CN2)C)C(=O)NCCN2C(C=CC=C2)=O